[Cl-].[Cl-].C[SiH](C)[Zr+2](C1C(=CC2=CC=CC=C12)C)C1C(=CC2=CC=CC=C12)C racemic-rac-dimethylsilylbis(2-methyl-indenyl)zirconium dichloride